CCCCCCCCCC/C=C\CCCCCCCCCC(=O)O[C@H](COC(=O)CCCCCCC/C=C\CCCC)COP(=O)(O)OC[C@H](CO)O 1-(9Z-tetradecenoyl)-2-(11Z-docosenoyl)-glycero-3-phospho-(1'-sn-glycerol)